COC(C1=NC(=CC=C1)CBr)=O 6-(bromomethyl)picolinic acid methyl ester